anthra[2,1,9-def:6,5,10-d'ef']diisochromene-1,3,8,10-tetraone C1(OC(C=2C=CC3=C4C2C1=CC=C4C=4C=1C2=C(C(OC(C2=CC4)=O)=O)C=CC31)=O)=O